N-[4-(3-chloro-4-cyano-phenoxy)cyclohexyl]-6-[4-(dimethoxymethyl)-1-piperidinyl]pyridazine-3-carboxamide ClC=1C=C(OC2CCC(CC2)NC(=O)C=2N=NC(=CC2)N2CCC(CC2)C(OC)OC)C=CC1C#N